N-Cyclobutyl-2-(4-fluoro-3-hydroxy-5-methylphenyl)benzo[d]oxazole-5-carboxamide C1(CCC1)NC(=O)C=1C=CC2=C(N=C(O2)C2=CC(=C(C(=C2)C)F)O)C1